2,2,2-trifluoro-N-(2-(2-hydroxy-2-methylpropyl)-2-azaspiro[3.3]Heptane-6-yl)-N-((1R,2S)-2-((E)-1-phenylbut-1-en-2-yl)cyclopropyl)acetamide FC(C(=O)N([C@H]1[C@@H](C1)/C(=C/C1=CC=CC=C1)/CC)C1CC2(CN(C2)CC(C)(C)O)C1)(F)F